C(C1=CC=CC=C1)OC(=O)NC1C[C@@H](N(C1)C(=O)OC(C)(C)C)CO tert-butyl (2R)-4-(((benzyloxy)carbonyl)amino)-2-(hydroxymethyl)pyrrolidine-1-carboxylate